C1(=CC=CC=C1)N(C(=O)C1=CC2=C(OCO2)C=C1)C1CCN(CC1)CCC1=CC=CC=C1 N-Phenyl-N-[1-(2-phenylethyl)piperidin-4-yl]-2H-1,3-benzodioxole-5-carboxamide